C1=C([C@H]([C@@H]([C@@H]([C@H]1Cl)Cl)Cl)Cl)Cl The molecule is a chlorocyclohexene that is cyclohexene which carries 5 chlorines at positions 1,3,4,5 and 6, respectively. It has (3S,4R,5R,6S) configuration. It is an enantiomer of a (3R,4S,5S,6R)-1,3,4,5,6-pentachlorocyclohexene.